(S)-tertbutyl 2-chloro-4-(2-(4,4,5,5-tetramethyl-1,3,2-dioxaborolan-2-yl)phenyl)-4,5-dihydrothieno[2,3-c]pyridine-6(7H)-carboxylate ClC1=CC2=C(CN(C[C@H]2C2=C(C=CC=C2)B2OC(C(O2)(C)C)(C)C)C(=O)OC(C)(C)C)S1